ClC=1C=C2C(=NC(=NC2=C(C1C1=C2C(=NNC2=CC=C1C)C1CC1)F)N1CC(C1)N(C)C)N1CCC2(CN(C2)C(C=C)=O)CC1 1-(7-(6-chloro-7-(3-cyclopropyl-5-methyl-1H-indazol-4-yl)-2-(3-(dimethylamino)azetidin-1-yl)-8-fluoroquinazolin-4-yl)-2,7-diazaspiro[3.5]nonan-2-yl)prop-2-en-1-one